(trans-4-(4-fluorophenyl)-2,4-dimethyl-4,5-dihydrooxazol-5-yl)(phenyl)methanone FC1=CC=C(C=C1)[C@@]1(N=C(O[C@H]1C(=O)C1=CC=CC=C1)C)C